4-bromo-6-methyl-2,3-dihydro-benzofuran BrC1=CC(=CC2=C1CCO2)C